OC(C(=O)O)CCCCCCCCCCCCCCCC hydroxyl-STEARIC ACID